FC1=C(C=CC(=C1F)OC)C1=CN=C2N1C=CN=C2NC2=CC(=C(C(=O)NCCCCCCN1CCCCC1)C=C2)CC 4-((3-(2,3-difluoro-4-methoxyphenyl)imidazo[1,2-a]pyrazin-8-yl)amino)-2-ethyl-N-(6-(piperidin-1-yl)hexyl)benzamide